ClC(C(C(Cl)Cl)Cl)Cl (l)-1,1,2,3,3-pentachloropropane